((S)-cyclopropyl(o-tolyl)methyl)-2-(2,6-dioxopiperidin-3-yl)-1-oxoisoindoline-5-carboxamide C1(CC1)[C@@H](C1=C(C=CC=C1)C)C1N(C(C2=CC=C(C=C12)C(=O)N)=O)C1C(NC(CC1)=O)=O